2-(2-amino-6-chloro-8-oxo-7-(2,2,2-trifluoroethyl)-7,8-dihydro-9H-purin-9-yl)tetrahydrofuran-3-yl acetate C(C)(=O)OC1C(OCC1)N1C2=NC(=NC(=C2N(C1=O)CC(F)(F)F)Cl)N